2-(3-fluorophenyl)-N-[(2S)-1-hydroxypropan-2-yl]-6-[4-(morpholin-4-yl)phenyl]-3-oxo-2,3-dihydropyridazine-4-carboxamide FC=1C=C(C=CC1)N1N=C(C=C(C1=O)C(=O)N[C@H](CO)C)C1=CC=C(C=C1)N1CCOCC1